N2-(3-(5-isopropoxypyridin-2-yl)-1,2,4-thiadiazol-5-yl)-N3-methylpyridine-2,3-diamine hydrochloride Cl.C(C)(C)OC=1C=CC(=NC1)C1=NSC(=N1)NC1=NC=CC=C1NC